3-(6-(4-carboxyphenyl)-2,6-diazaspiro[3.3]heptan-2-yl)-2-(1H-pyrrol-1-yl)benzoic acid C(=O)(O)C1=CC=C(C=C1)N1CC2(CN(C2)C=2C(=C(C(=O)O)C=CC2)N2C=CC=C2)C1